C[C@H]1N([C@H](CC1)C)C=1OC2=C(N1)C=CC(=C2)C=2NC=CC(C2C(=O)O)=O 2-((2R,5S)-2,5-dimethylpyrrolidin-1-ylbenzo[d]oxazole-6-yl)-4-oxo-1,4-dihydropyridine-3-carboxylic acid